(2S)-2-[4-[(5R)-3-bromo-4,5-dihydroisoxazol-5-yl]-1-piperidyl]-2-[4-(trifluoromethyl)phenyl]acetamide BrC1=NO[C@H](C1)C1CCN(CC1)[C@H](C(=O)N)C1=CC=C(C=C1)C(F)(F)F